chloro-4-[(1r,3r)-3-amino-2,2,4,4-tetramethylcyclobutoxy]benzonitrile ClC1=C(C#N)C=CC(=C1)OC1C(C(C1(C)C)N)(C)C